C(C)C1(CC1)C[C@@H](C(=O)N[C@H](CO)C[C@H]1C(NCC1)=O)NC(O)=O ((S)-3-(1-ethylcyclopropyl)-1-(((S)-1-hydroxy-3-((S)-2-oxopyrrolidin-3-yl)propan-2-yl)amino)-1-oxopropan-2-yl)carbamic acid